tert-butyl N-[[2-fluoro-4-[6-(4-hydroxybutyl)pyrrolo[2,1-f][1,2,4]triazin-4-yl]phenyl]methyl]carbamate FC1=C(C=CC(=C1)C1=NC=NN2C1=CC(=C2)CCCCO)CNC(OC(C)(C)C)=O